BrC=1C=C(C=CC1)[C@@H](CCN1C(C2=CC=CC=C2C1=O)=O)NC(OC(C)(C)C)=O tert-butyl N-[(1R)-1-(3-bromophenyl)-3-(1,3-dioxo-2,3-dihydro-1H-isoindol-2-yl)propyl]carbamate